(o-nitrobenzyloxy)vinylphenylmethylsilane [N+](=O)([O-])C1=C(COC=C[SiH2]CC2=CC=CC=C2)C=CC=C1